ClC1=NC(=CC2=C1C(OC2(C)CC)=O)Cl 4,6-dichloro-1-ethyl-1-methylfuro[3,4-c]Pyridin-3(1H)-one